1-((2,3-dihydrobenzofuran-5-yl)sulfonyl)-N-(benzo[d]thiazol-5-yl)-3,3-dimethylpiperidine-4-carboxamide O1CCC2=C1C=CC(=C2)S(=O)(=O)N2CC(C(CC2)C(=O)NC=2C=CC1=C(N=CS1)C2)(C)C